[N+](=O)([O-])NC(NCCC[C@H](N)C(=O)O)=N N''-nitro-L-arginine